C1(=CC=CC2=CC=CC=C12)C=1C2=CC=C(N2)C(=C2C=CC(C(=C3C=CC(=C(C=4C=CC1N4)C4=CC=CC1=CC=CC=C41)N3)C3=CC=CC4=CC=CC=C34)=N2)C2=CC=CC3=CC=CC=C23 5,10,15,20-tetranaphthalenyl-porphyrin